ClC=1C(=C(C(N(N1)C)=O)C1=C(C=CC2=CC=C(C=C12)C)C)OC 6-chloro-4-(2,7-dimethyl-1-naphthalenyl)5-methoxy-2-methyl-3(2H)-pyridazinone